(R)-piperidine-1,3-dicarboxylic acid N1(C[C@@H](CCC1)C(=O)O)C(=O)O